CN(C)C12CCCC2C1C(=O)N (dimethylamino)bicyclo[3.1.0]hexane-6-carboxamide